C1(C2=C3C=4C(CCN3CCC2CCC1)C1CC=CC=C1N4)=O decahydro-2H-6a,13-diaza-indeno[1,2-c]phenanthren-1-one